ClC=1C(=CC(=NC1)OC)C1=CC(=NN1)C(=O)N1CCC(CC1)C(=O)NCC1=CC2=C(S(CC2)(=O)=O)C=C1 1-(5-(5-chloro-2-methoxypyridin-4-yl)-1H-pyrazole-3-carbonyl)-N-((1,1-dioxido-2,3-dihydrobenzo[b]thiophen-5-yl)methyl)piperidine-4-carboxamide